N-((2S,3R,4R,5R,6R)-2-(5-(2-(2-aminoethoxy)ethoxy)pentyl)-4,5-dihydroxy-6-(hydroxymethyl)tetrahydro-2H-pyran-3-yl)acetamide NCCOCCOCCCCC[C@@H]1O[C@@H]([C@@H]([C@@H]([C@H]1NC(C)=O)O)O)CO